CN(CCCN1CN(CN(C1)CCCN(C)C)CCCN(C)C)C 1,3,5-tris-(3-dimethylaminopropyl)hexahydro-s-triazine